NC1=NC2=C(C=3N1N=C(N3)C3=NC=CC=C3)C(=C(N2CCN2CC=3C=C(C=NC3CC2)C)C(=O)OCC)Cl ethyl 5-amino-9-chloro-7-(2-(3-methyl-7,8-dihydro-1,6-naphthyridin-6(5H)-yl)ethyl)-2-(pyridin-2-yl)-7H-pyrrolo[3,2-e][1,2,4]triazolo[1,5-c]pyrimidine-8-carboxylate